OCC=1N=C(C2=C(N1)N(C(C21CCCC1)=O)C=1C=NC(=NC1)C1CC(OC(C1)(C)C)(C)C)NC 2'-(hydroxymethyl)-4'-(methylamino)-7'-[2-(2,2,6,6-tetramethyloxan-4-yl)pyrimidin-5-yl]-6',7'-dihydrospiro[cyclopentane-1,5'-pyrrolo[2,3-d]pyrimidin]-6'-one